4-chlorophenyl-(4-chlorophenyl)phenylsulfide ClC1=CC=C(C=C1)C=1C(=C(C=CC1)SC1=C(C(=CC=C1)C1=CC=C(C=C1)Cl)C1=CC=C(C=C1)Cl)C1=CC=C(C=C1)Cl